N1N=CC(=C1)CNC(=O)NC1=CC=C(C=C1)S(=O)(=O)C=1C=C(C=CC1)C1=CC=CC=C1 1-((1H-Pyrazol-4-yl)methyl)-3-(4-([1,1'-biphenyl]-3-ylsulfonyl)phenyl)urea